4-(3,5-di-tert-butylbenzylidene)-2-pentanol C(C)(C)(C)C=1C=C(C=C(CC(C)O)C)C=C(C1)C(C)(C)C